dihydro-2H-inden C1CCC2=CC=CC=C12